5-ethoxy-6-((5-methyl-1H-pyrazol-3-yl)amino)-2-(methylthio)pyrimidin C(C)OC=1C=NC(=NC1NC1=NNC(=C1)C)SC